(2R)-6-(3-cyano-2-pyridyl)-N-[(1R)-1-[3-(difluoromethyl)-2-fluoro-phenyl]ethyl]-2-methyl-2,3-dihydroimidazo[1,2-a]pyridine-8-carboxamide C(#N)C=1C(=NC=CC1)C=1C=C(C=2N(C1)C[C@H](N2)C)C(=O)N[C@H](C)C2=C(C(=CC=C2)C(F)F)F